C(C)(C)(C)OC(=O)C1=CC=C(C=C1)NC1=C(N=NC(=C1)C1=C(C=CC=C1F)Cl)C(=O)[O-] 4-((4-(tert-butoxycarbonyl)phenyl)amino)-6-(2-chloro-6-fluorophenyl)pyridazine-3-carboxylate